FC=1C=C(SC1C(NC=1C=C(C=2N(C1)C=C(N2)C)F)=O)C2C[C@H](N([C@H](C2)C)C(=O)OC(C)(C)C)C tert-butyl (2R,6S)-4-[4-fluoro-5-([8-fluoro-2-methylimidazo[1,2-a]pyridin-6-yl] carbamoyl)thiophen-2-yl]-2,6-dimethylpiperidine-1-carboxylate